C1=C(C=CC2=CC=CC=C12)NC([C@@H](N)CCCNC(N)=N)=O arginine β-naphthyl amide